C1(=CC=CC=C1)S(=O)(=O)CCO 2-(phenylsulfonyl)ethanol